NCC1=CC=C(C=C1)C=1C2=C(N=C(N1)N1[C@H]([C@@H](C1)O)C)CCC2 (2S,3R)-1-[4-[4-(aminomethyl)phenyl]-6,7-dihydro-5H-cyclopenta[d]pyrimidin-2-yl]-2-methyl-azetidin-3-ol